3-Methyl-5-(N-(4-(tert-Butoxycarbonyl)benzyl)-N-phenethylsulfamoyl)benzofuran-2-carboxylic acid CC1=C(OC2=C1C=C(C=C2)S(N(CCC2=CC=CC=C2)CC2=CC=C(C=C2)C(=O)OC(C)(C)C)(=O)=O)C(=O)O